[Au].[Sn].[Cu].[Ag].CNC=1N=CC(=C2C=C(N=CC12)C1(CC1)C(=O)N)C#CC1=CC=C(C=C1)OCC1COC1 (8-(methylamino)-5-((4-(oxetan-3-ylmethoxy)phenyl)ethynyl)-2,7-naphthyridin-3-yl)cyclopropanecarboxamide silver-copper-tin-gold